3-(5-((8-(4'-chloro-5,5-dimethyl-3,4,5,6-tetrahydro-[1,1'-biphenyl]-2-carbonyl)-3,8-diazabicyclo[3.2.1]octan-3-yl)methyl)-1-oxoisoindolin-2-yl)piperidine-2,6-dione ClC1=CC=C(C=C1)C1=C(CCC(C1)(C)C)C(=O)N1C2CN(CC1CC2)CC=2C=C1CN(C(C1=CC2)=O)C2C(NC(CC2)=O)=O